6-ethoxybenzo[d]isoxazol-3-amine C(C)OC1=CC2=C(C(=NO2)N)C=C1